(6,7-dichloro-1,3,4,5-tetrahydro-2H-pyrido[4,3-b]indol-2-yl)(5-fluoropyrimidin-2-yl)methanone ClC1=C(C=CC=2C3=C(NC12)CCN(C3)C(=O)C3=NC=C(C=N3)F)Cl